C(N)(OCC1=CC(=C(C=C1)OP(=O)(OCC)OCC)F)=O 4-((diethoxyphosphoryl) oxy)-3-fluorobenzyl carbamate